ClC=1C=C(C=C(C1)Cl)C1=CC=C(O1)C=C1C(C2=C(S1)C=CC=C2)=O 2-[[5-(3,5-Dichlorophenyl)-2-furanyl]methylene]benzo[b]thiophen-3(2H)-one